C(C)OC(=O)C1=NC=CC2=C(C=3NC=4C=CC(=CC4C3C=C21)OC)C Ethyl-9-methoxy-5-methyl-6H-pyrido[4,3-b]carbazole-1-carboxylate